2-(1-acryloyl-4-(7-(3-methylindolin-1-yl)-2-(2-morpholinoethoxy)-5,6,7,8-tetrahydroquinazolin-4-yl)piperazin-2-yl)acetonitrile C(C=C)(=O)N1C(CN(CC1)C1=NC(=NC=2CC(CCC12)N1CC(C2=CC=CC=C12)C)OCCN1CCOCC1)CC#N